CC(CC)C1CC2OC2CC1 3-but-2-yl-7-oxabicyclo[4.1.0]heptane